6-((5-fluoropyridin-2-yl)methyl)-2-methyl-5-oxo-N-(pyridin-2-ylmethyl)-5,6-dihydro-1,6-naphthyridine FC=1C=CC(=NC1)CN1C(C=2C=CC(N(C2C=C1)CC1=NC=CC=C1)C)=O